β-Phenyladipic acid C1(=CC=CC=C1)C(CC(=O)O)CCC(=O)O